N[C@@H](C)C(=O)[O-].[Ce+3].N[C@@H](C)C(=O)[O-].N[C@@H](C)C(=O)[O-] cerium alaninate